[(2-propylphenoxy)methyl]oxirane C(CC)C1=C(OCC2OC2)C=CC=C1